4-methyl-N-octadecylpyridine bromide [Br-].CC1=CCN(C=C1)CCCCCCCCCCCCCCCCCC